FC(C1=CC(=NC=2N1N=C(C2C(=O)NC)C)C2=CC(=C(C=C2)C)C)F 7-difluoromethyl-5-(3,4-dimethylphenyl)-N,2-dimethylpyrazolo[1,5-a]pyrimidine-3-carboxamide